C1(=CC=CC=C1)C=1C=C(SC1)C1=NC=CC=C1C(=O)N (4-Phenylthiophen-2-yl)pyridine-3-carboxamide